2-Bromo-1-(3,4-dihydro-2H-benzo[b][1,4]oxazin-6-yl)ethan-1-one, hydrobromide Br.BrCC(=O)C1=CC2=C(OCCN2)C=C1